[Ca].[Ba].[Ca] calcium barium calcium